C(C)OC(=O)C1=CC(=NN1)C(O)C=1N=C2N(C=C(C=C2Br)C2CC2)C1 ethyl-3-((8-bromo-6-cyclopropylimidazo[1,2-a]-pyridin-2-yl)(hydroxy)methyl)-1H-pyrazole-5-carboxylate